N-(5-((5-chloro-4-((2-(1-methyl-1H-pyrazol-3-yl)phenyl)amino)pyrimidin-2-yl)amino)-2-((2-(dimethylamino)ethyl)(methyl)amino)-4-methoxyphenyl)acrylamide ClC=1C(=NC(=NC1)NC=1C(=CC(=C(C1)NC(C=C)=O)N(C)CCN(C)C)OC)NC1=C(C=CC=C1)C1=NN(C=C1)C